[N+](=O)([O-])C1=C(C=CC(=C1)C(F)(F)F)CC(=O)OCC ethyl 2-[2-nitro-4-(trifluoromethyl)phenyl]acetate